OC1=CC=C(C=C1)C=C 1-(4-hydroxy-phenyl)-ethylene